FC1=CC=C(C=C1)C1=NN2C(NC=3C=CC=CC3C2=N1)=O 2-(4-fluorophenyl)[1,2,4]triazolo[1,5-c]quinazolin-5(6H)-one